Cl.Cl.ClC1=C(CN2C(=NC3=C2C=CC=C3)CCN)C=CC=C1 2-(1-(2-chlorobenzyl)-1H-benzo[d]imidazol-2-yl)ethan-1-amine dihydrochloride